7-bromo-1-(4-methoxybenzyl)-3,4-dihydro-quinolin-2(1H)-one BrC1=CC=C2CCC(N(C2=C1)CC1=CC=C(C=C1)OC)=O